ClC(COC(=O)N[C@@H]([C@@H](C)CC)C(=O)O)(Cl)Cl N-(2,2,2-trichloroethoxycarbonyl)isoleucine